tetravinyl-guaiacol (R)-(2,2-dimethyl-1,3-dioxolan-4-yl)methylmethanesulfonate CC1(OC[C@H](O1)CCS(=O)(=O)OC=1C(=C(C(=C(C1C=C)C=C)C=C)C=C)OC)C